butyl {[(2R,4R)-2,6-dimethyl-3,4-dihydro-2H-pyrano[3,2-b]pyridin-4-yl]methyl}carbamate C[C@@H]1C[C@@H](C2=NC(=CC=C2O1)C)CNC(OCCCC)=O